(S)-2-allyl-1-(7-cyclopropyl-7-hydroxy-6,7-dihydro-5H-cyclopenta[b]pyridin-2-yl)-6-((4-(4-methylpiperazin-1-yl)phenyl)amino)-1,2-dihydro-3H-pyrazolo[3,4-d]pyrimidin-3-one C(C=C)N1N(C2=NC(=NC=C2C1=O)NC1=CC=C(C=C1)N1CCN(CC1)C)C1=CC=C2C(=N1)[C@@](CC2)(O)C2CC2